CC1=CC2=C(C(=C1)O)C(=O)C3=C([C@H]2[C@H]4[C@@H]([C@H]([C@H]([C@@H](O4)O)OC(=O)C=C(C)C)O)O)C=CC=C3O The molecule is a C-glycosyl compound that is 1,8-dihydroxy-3-methylanthracen-9(10H)-one substituted by a 2-O-senecioyl-alpha-lyxopyranosyl moiety at position 10 via a C-glycosidic linkage (the 10R stereoisomer). It is isolated from the leaves of Alvaradoa haitiensis and exhibits cytotoxicity against human oral epidermoid carcinoma. It has a role as a metabolite and an antineoplastic agent. It is a C-glycosyl compound, a member of anthracenes and a polyphenol. It derives from a 3-methylbut-2-enoic acid.